Dimethyl-[2-(2-phenyl-quinazolin-4-yloxy)-ethyl]-amine CN(CCOC1=NC(=NC2=CC=CC=C12)C1=CC=CC=C1)C